C1(CCCC1)N1C(C(=CC2=C1N=C(N=C2)N2CCC(CC2)NCCC2=CC=CC=C2)C2=CC=C(C=C2)OC)=O 8-cyclopentyl-6-(4-methoxyphenyl)-2-(4-(phenethylamino)piperidin-1-yl)pyrido[2,3-d]pyrimidin-7-one